OC(=O)C(F)(F)F.NC1=CC(=C(C=N1)N1C=C(C(C2=CC(=C(N=C12)N1CC2=NC=CC=C2C1)F)=O)C(=O)O)C 1-(6-amino-4-meth-ylpyridin-3-yl)-7-(5,7-dihydro-6H-pyrrolo[3,4-b]pyridin-6-yl)-6-fluoro-4-oxo-1,4-dihydro-1,8-naphthyridine-3-carboxylic acid TFA salt